C(C)(C)(C)OC(=O)N1CCC(CC1)N1N=CC(=C1)C=1C=NC(=C(C1)C=1OC(=CN1)C1=CC=C(C=C1)Cl)N 4-(4-(6-amino-5-(5-(4-chlorophenyl)oxazol-2-yl)pyridin-3-yl)-1H-pyrazol-1-yl)piperidine-1-carboxylic acid tert-butyl ester